COC1=CC=2N(C=C1)C=CN2 7-methoxyimidazo[1,2-a]pyridine